NC1=CC=C(C(=N1)F)C1=CN=C(N1)C1CCC2CC(=CC(N12)=O)C1=C(C(=CC(=C1)Cl)[2H])N1N=NN=C1 3-(5-(6-amino-2-fluoropyridin-3-yl)-1H-imidazol-2-yl)-7-(5-chloro-2-(1H-tetrazol-1-yl)phenyl-3-d)-2,3,8,8a-tetrahydroindolizin-5(1H)-one